NC1=NC=CC=C1C1=NC=2C(=NC(=CC2)C2=CC=CC=C2)N1C1=CC=C(CN2C[C@@H](CC2)NC#N)C=C1 (R)-N-(1-(4-(2-(2-Aminopyridin-3-yl)-5-phenyl-3H-imidazo[4,5-b]pyridin-3-yl)benzyl)pyrrolidin-3-yl)cyanamide